N-(2-(1-((5-(2,4-dioxotetrahydropyrimidin-1(2H)-yl)pyridin-3-yl)methyl)piperidin-4-yl)-5-(2-hydroxypropane-2-yl)benzo[d]oxazol-6-yl)-6-(trifluoromethyl)nicotinamide O=C1N(CCC(N1)=O)C=1C=C(C=NC1)CN1CCC(CC1)C=1OC2=C(N1)C=C(C(=C2)NC(C2=CN=C(C=C2)C(F)(F)F)=O)C(C)(C)O